FS(=O)(=O)C1=CC=C(C=C1)C1=CC=C(C=C1)S(=O)(=O)F 4,4'-bis-fluorosulfonyl-biphenyl